N-methyl-7-[5-(prop-2-enamido)pyridin-3-yl]quinazoline-2-carboxamide CNC(=O)C1=NC2=CC(=CC=C2C=N1)C=1C=NC=C(C1)NC(C=C)=O